1-benzyl-1-(2-((2,6-dimethylphenyl)Amino)-2-oxoethyl)-4-(propoxycarbonyl)-1,4-diazepan-1-ium bromide [Br-].C(C1=CC=CC=C1)[N+]1(CCN(CCC1)C(=O)OCCC)CC(=O)NC1=C(C=CC=C1C)C